[Cl-].[Cl-].C[N+](CCCOC=1C=C(C=CC1)C=1C2=CC=C(N2)C=C2C=CC(C(=C3C=CC(=CC=4C=CC1N4)N3)C3=CC(=CC=C3)OCCC[N+](C)(C)C)=N2)(C)C 5,15-bis-[3-(3-trimethylammonio-propyloxy)-phenyl]-porphyrin dichloride